5-[di(tert-butyl)(fluoro)silyl]-2-({[2-(tert-butoxycarbonylmethoxy)ethoxy]methyl}carbonylamino)-1-pyridinium-1-olate C(C)(C)(C)[Si](C=1C=CC(=[N+](C1)[O-])NC(=O)COCCOCC(=O)OC(C)(C)C)(F)C(C)(C)C